(Z)-2-(5-(2-chlorobenzylidene)-2,4-dioxothiazolidin-3-yl)-N-(4-methyl-2-oxo-2H-chromen-7-yl)acetamide ClC1=C(\C=C/2\C(N(C(S2)=O)CC(=O)NC2=CC=C3C(=CC(OC3=C2)=O)C)=O)C=CC=C1